C(C)OC(C(CC)C1=CC=C(C=C1)C#N)=O (4-cyanophenyl)butanoic acid ethyl ester